C(#N)C1=CNC2=C(C=CC(=C12)C)NS(=O)(=O)C=1C=NN(C1)CC(C)(S(=O)(=O)C)C N-(3-Cyano-4-methyl-1H-indol-7-yl)-1-(2-methyl-2-methylsulfonyl-propyl)pyrazol-4-sulfonamid